ClC1=C(N=C2N1C=CC(=C2)C(=O)OC)C2=C(C=C(C=C2F)F)C=2N=CN(C2Cl)C Methyl 3-chloro-2-(2-(5-chloro-1-methyl-1H-imidazol-4-yl)-4,6-difluorophenyl)imidazo[1,2-a]pyridine-7-carboxylate